anilino-silane N(C1=CC=CC=C1)[SiH3]